4-[2-(4-aminopiperidin-1-yl)-5-(4-methoxyphenyl)-6-oxo-1H-pyrimidin-4-yl]-2-fluorobenzonitrile NC1CCN(CC1)C=1NC(C(=C(N1)C1=CC(=C(C#N)C=C1)F)C1=CC=C(C=C1)OC)=O